N-[4-[(6,7-dimethoxy-1,5-naphthyridin-4-yl)oxy]-3-fluorophenyl]-5-(5-ethenylfuran-2-yl)-4-hydroxy-6-methylpyridine-3-carboxamide COC=1N=C2C(=CC=NC2=CC1OC)OC1=C(C=C(C=C1)NC(=O)C=1C=NC(=C(C1O)C=1OC(=CC1)C=C)C)F